C(C1=CC=CC=C1)(C1=CC=CC=C1)NC1=CC=C(C=C1)C1(COC1)OC N-benzhydryl-4-(3-methoxyoxetan-3-yl)aniline